ClC1=NC=C(C(=C1)C1=C(C=NC(=C1)C)C(=O)NC=1SC2=C(N1)CN(C2)C(=O)C2=NN(C=N2)C(C)C)OC 2'-chloro-N-(5-(1-isopropyl-1H-1,2,4-triazole-3-carbonyl)-5,6-dihydro-4H-pyrrolo[3,4-d]thiazol-2-yl)-5'-methoxy-6-methyl-[4,4'-bipyridine]-3-carboxamide